fluoro-3-isopropoxypyridine-2-carbonitrile FC1=C(C(=NC=C1)C#N)OC(C)C